FC(C(=O)O)(F)F.N1=CC=NC2=C(C=CC=C12)C1(CCC(CC1)N)N quinoxalin-5-yl-cyclohexane-1,4-diamine, trifluoroacetate salt